Tert-butyl (S)-(1-cyclohexyl-2-((4-iodophenyl)amino)-2-oxoethyl)carbamate C1(CCCCC1)[C@@H](C(=O)NC1=CC=C(C=C1)I)NC(OC(C)(C)C)=O